4-bromo-2-(trifluoromethoxy)-aniline BrC1=CC(=C(N)C=C1)OC(F)(F)F